tert-butyl (3R,5S)-3-acetamido-3-(tert-butylcarbamoyl)-5-(2-(4,4,5,5-tetramethyl-1,3,2-dioxaborolan-2-yl)ethyl)piperidine-1-carboxylate C(C)(=O)N[C@]1(CN(C[C@H](C1)CCB1OC(C(O1)(C)C)(C)C)C(=O)OC(C)(C)C)C(NC(C)(C)C)=O